methyl-(piperidin-4-yl)carbamic acid tert-butyl ester hydrochloride Cl.C(C)(C)(C)OC(N(C1CCNCC1)C)=O